N1(CCCC2=CC=CC=C12)S(=O)(=O)C1=CC=C(C(=O)NC=2SC=C(N2)C2=CC=C(C=C2)C)C=C1 4-(3,4-dihydroquinolin-1(2H)-ylsulfonyl)-N-(4-p-tolylthiazol-2-yl)benzamide